sodium bis(oxalic acid) borate B([O-])([O-])[O-].C(C(=O)O)(=O)O.C(C(=O)O)(=O)O.[Na+].[Na+].[Na+]